N-(7-hydroxy-5H-chromeno[2,3-c]pyridin-5-yl)-2-oxo-6-(trifluoromethyl)-1,2-dihydropyridine-3-carboxamide OC=1C=C2C(C3=C(C=NC=C3)OC2=CC1)NC(=O)C=1C(NC(=CC1)C(F)(F)F)=O